4-[2-(N-[3,3-difluorocyclohexyl]anilino)-2-oxo-ethyl]-1-(4-fluoroindoline-1-carbonyl)piperidine-4-carboxylic acid methyl ester COC(=O)C1(CCN(CC1)C(=O)N1CCC2=C(C=CC=C12)F)CC(=O)N(C1=CC=CC=C1)C1CC(CCC1)(F)F